2,5-dioxopyrrolidin-1-yl (2S,5S,8S,11S)-16-(2,5-dioxo-2,5-dihydro-1H-pyrrol-1-yl)-11-(3-methoxy-3-oxopropyl)-2,5,8-trimethyl-4,7,10,13-tetraoxo-3,6,9,12-tetraazahexadecanoate O=C1N(C(C=C1)=O)CCCC(N[C@H](C(N[C@H](C(N[C@H](C(N[C@H](C(=O)ON1C(CCC1=O)=O)C)=O)C)=O)C)=O)CCC(=O)OC)=O